7-carbamoyl-8-(naphthalen-1-ylmethyl)-6-oxo-2-propyl-9-(3-(trifluoromethyl)phenyl)-3,4-dihydro-2H,6H-pyrido[1,2-e][1,2,5]thiadiazine-4-carboxylic acid 1,1-dioxide C(N)(=O)C1=C(C(=C2N(C(CN(S2(=O)=O)CCC)C(=O)O)C1=O)C1=CC(=CC=C1)C(F)(F)F)CC1=CC=CC2=CC=CC=C12